BrC=1C=C(OC1)C(CCC#N)=O 4-(4-bromofuran-2-yl)-4-oxobutyronitrile